ClC1=CC=C(C=C1)C1C(=C(N=C2N1C(CS2)=O)CC)C(CC(C)C)=O 5-(4-chlorophenyl)-7-ethyl-6-(3-methylbutanoyl)-5H-thiazolo[3,2-a]pyrimidin-3(2H)-one